The molecule is an alpha-amino-acid cation that is the conjugate acid of N(omega),N(omega)-dimethyl-L-arginine, arising from deprotonation of the carboxy group and protonation of the primary amino and imino groups; major species at pH 7.3. It is a conjugate acid of a N(omega),N(omega)-dimethyl-L-arginine. C[N+](=C(N)NCCC[C@@H](C(=O)[O-])[NH3+])C